C(CCCC)NCCCNCCCCNCCCN amylspermine